C(=O)(OCC1=CC=CC=C1)NCCCC[C@H](N)C(=O)O N6-Cbz-L-lysine